N,N'-disalicylidenepropane-1,2-diamine C(C=1C(O)=CC=CC1)=NCC(C)N=CC=1C(O)=CC=CC1